2-((8-(3-bromo-2-chlorophenyl-amino)-1,7-naphthyridin-3-yl)methylamino)ethanol BrC=1C(=C(C=CC1)NC=1N=CC=C2C=C(C=NC12)CNCCO)Cl